(3-phenylisoxazol-5-yl)boronic acid C1(=CC=CC=C1)C1=NOC(=C1)B(O)O